tert-butyl 3-(4-((2-(4-fluorophenyl)ethyl)sulfonamido)-3-(methoxycarbonyl)phenoxy)azetidine-1-carboxylate FC1=CC=C(C=C1)CCS(=O)(=O)NC1=C(C=C(OC2CN(C2)C(=O)OC(C)(C)C)C=C1)C(=O)OC